FC[C@@H]1[C@@](CN(CC1)C(=O)[O-])(C(=O)[O-])C (3S,4S)-4-(Fluoromethyl)-3-methylpiperidine-1,3-dicarboxylate